4-[1-[[2-(trifluoromethyl)pyridin-4-yl]methyl]benzimidazol-2-yl]-1,2,5-oxadiazol-3-amine FC(C1=NC=CC(=C1)CN1C(=NC2=C1C=CC=C2)C=2C(=NON2)N)(F)F